[Mg+2].C(C1=CN=CC=C1)(=O)[O-].C(C1=CN=CC=C1)(=O)[O-] nicotinic acid magnesium salt